2-iodo-N-[4-(6-oxa-3-azabicyclo[3.1.1]heptan-3-yl)cyclohexyl]-1-(2,2,2-trifluoroethyl)indol-4-amine IC=1N(C=2C=CC=C(C2C1)NC1CCC(CC1)N1CC2OC(C1)C2)CC(F)(F)F